4-((2-(4-Fluorophenyl)imidazo[1,2-a]pyrazin-3-yl)amino)benzoic acid FC1=CC=C(C=C1)C=1N=C2N(C=CN=C2)C1NC1=CC=C(C(=O)O)C=C1